C1(CC1)C=CC(=O)C1=CC=CC=C1 3-cyclopropyl-1-phenylprop-2-en-1-one